[N+](=[N-])=CC(CC[C@@H](C(=O)OC(C([2H])([2H])[2H])C)NC(COCC)=O)=O propan-2-yl-1,1,1-d3 (2S)-6-diazo-2-(2-ethoxyacetamido)-5-oxohexanoate